(1R,2R)-2-[(1-chloro-7,8-dihydro-5H-pyrano[3,4-d]pyridazine-4-yl)amino]cyclohexan-1-ol ClC1=C2C(=C(N=N1)N[C@H]1[C@@H](CCCC1)O)COCC2